FC1(C=2N(CCC1)N=C(C2)NC(C2=CC(=C(C=C2)C)C#CC=2C=NC=C(C2)N2C(CC2)C)=O)F N-(4,4-difluoro-6,7-dihydro-5H-pyrazolo[1,5-a]pyridin-2-yl)-4-methyl-3-[2-[5-(2-methylazetidin-1-yl)-3-pyridyl]ethynyl]benzamide